BrC1=CC(=C(C#N)C(=C1)OC)F 4-bromo-2-fluoro-6-methoxybenzonitrile